FCCN1C(=NC=2C1=NC(=CC2)C=2C=CN1N=C(N=CC12)NCC1OCCC1)C 5-(3-(2-fluoroethyl)-2-methyl-3H-imidazo[4,5-b]pyridin-5-yl)-N-((tetrahydrofuran-2-yl)methyl)pyrrolo[2,1-f][1,2,4]triazin-2-amine